[Si](C1=CC=CC=C1)(C1=CC=CC=C1)(C(C)(C)C)OCC(CNC(OC(C)(C)C)=O)N1N=C(C=2C1=NC=CC2)C2=CC=C(C=C2)C(F)(F)F tert-butyl (3-((tert-butyldiphenylsilyl)oxy)-2-(3-(4-(trifluoromethyl)phenyl)-1H-pyrazolo[3,4-b]pyridin-1-yl)propyl)carbamate